C(C(=O)O)(=O)O.FC1=CC2=C(C=CS2)C(=C1)N1CC2CN(CC2C1)C 2-(6-fluorobenzothiophen-4-yl)-5-methyloctahydropyrrolo[3,4-c]pyrrole oxalate